(S)-N-((S)-(3-chloro-2,4-difluorophenyl)(6-(difluoromethyl)pyridin-3-yl)methyl)-2-oxoimidazolidine-4-carboxamide ClC=1C(=C(C=CC1F)[C@@H](NC(=O)[C@H]1NC(NC1)=O)C=1C=NC(=CC1)C(F)F)F